C(CC(O)(C(=O)O)CC(=O)[O-])(=O)[O-].[Ca+2] MonoCalcium Citrate